3-[1-(1H-pyrrolo[2,3-b]pyridin-4-yl)-1H-pyrazol-4-yl]aniline N1C=CC=2C1=NC=CC2N2N=CC(=C2)C=2C=C(N)C=CC2